FC(C1CC(C1)OC1=CC=2N(C=C1C(=O)NC1=NN(C=C1)C)C=C(N2)C21COC(C2)(C1)C)F 7-(3-(Difluoromethyl)cyclobutoxy)-N-(1-methyl-1H-pyrazol-3-yl)-2-(1-methyl-2-oxabicyclo[2.1.1]hexan-4-yl)imidazo[1,2-a]pyridine-6-carboxamide